NC1=CC(=C(C(=O)OC)C=C1Br)F methyl 4-amino-5-bromo-2-fluoro-benzoate